1,2-dibromo-2,3-butanediol BrCC(C(C)O)(O)Br